CP(=O)(C)C1=C(C=CC=C1)NC=1C2=C(N=C(N1)NC=1C(=CC3=C(OC[C@@H]4N3CCN(C4)C)C1)OC)NC=C2C#N (R)-4-((2-(dimethylphosphoryl)phenyl)amino)-2-((9-methoxy-3-methyl-1,2,3,4,4a,5-hexahydrobenzo[b]pyrazino[1,2-d][1,4]oxazin-8-yl)amino)-7H-pyrrolo[2,3-d]pyrimidine-5-carbonitrile